C(C=C)OC=1C=C(C=2C=CC3=C(C=C(C=4C=CC1C2C43)S(=O)(=O)[O-])S(=O)(=O)[O-])S(=O)(=O)[O-].[Na+].[Na+].[Na+] sodium 8-allyloxy-1,3,6-pyrenetrisulphonate